F[C@H]1CN(CC1)CCCN1C(C2=CC=CC=C2C1=O)=O (R)-2-(3-(3-fluoropyrrolidin-1-yl)propyl)isoindoline-1,3-dione